CC(C(=O)OCC)(C)N1N=CC(=C1)C1=CC=CC=C1 ethyl 2-methyl-2-(4-phenyl-1H-pyrazol-1-yl)propionate